diphenyltriazinyl[(dimethylfluorenyl)dibenzofuranyl]biphenyl tert-butyl-(S)-(1-(3-(1H-indazole-1-carboxamido)-5-(4-methyl-1H-imidazol-1-yl)benzyl)piperidin-3-yl)carbamate C(C)(C)(C)N(C(O)=O)[C@@H]1CN(CCC1)CC1=CC(=CC(=C1)N1C=NC(=C1)C)NC(=O)N1N=CC2=CC=CC=C12.C1(=CC=CC=C1)C=1C(=C(C(=C(C1)C1=CC=CC=C1)C1=C(C=CC=2OC3=C(C21)C=CC=C3)C3=C(C(=CC=2C1=CC=CC=C1CC32)C)C)C3=NN=NC=C3)C3=CC=CC=C3